NC1CCC(CC1)NC=1C=C(C=C(C1C(F)(F)F)F)C1=NNC(O1)=O 5-[3-{[(1R,4r)-4-aminocyclohexyl]amino}-5-fluoro-4-(trifluoromethyl)phenyl]-1,3,4-oxadiazol-2(3H)-one